N-(5-chloro-4-(1-(methylsulfonyl)-1H-pyrazol-4-yl)pyrimidin-2-yl)-2-methyl-3-(4-(4-methylpiperazin-1-yl)piperidin-1-yl)-2H-indazol-6-amine ClC=1C(=NC(=NC1)NC=1C=CC2=C(N(N=C2C1)C)N1CCC(CC1)N1CCN(CC1)C)C=1C=NN(C1)S(=O)(=O)C